germanium-indium [In].[Ge]